C(C)(C)(C)OC(=O)C1=CC=NC2=CC=C(C=C12)N1[C@H](COC[C@H]1C)C 6-((3S,5R)-3,5-dimethylmorpholino)quinoline-4-carboxylic acid tert-butyl ester